OC1=C2C=CC(=CC2=CC=C1)NC1=NC=2N(CC(N(C2C=N1)C)=O)C1CCOCC1 2-((5-hydroxynaphthalen-2-yl)amino)-5-methyl-8-(tetrahydro-2H-pyran-4-yl)-7,8-dihydropteridine-6(5H)-one